4-[(dibenzylamino)methyl]hexan-1-ol C(C1=CC=CC=C1)N(CC1=CC=CC=C1)CC(CCCO)CC